N=1N=CN2C=NC(=CC21)OC2=C(C=C(C=C2)NC2=NC=NC1=CC=C(C=C21)C2=CCN(CC2)NC(=O)OC(C)(C)C)C tert-butyl 4-(4-((4-([1,2,4]triazolo[4,3-c]pyrimidin-7-yloxy)-3-methylphenyl) amino) quinazolin-6-yl)-5,6-dihydropyridin-1(2H)-carbamate